Methyl 4'-(1-((tert-butoxycarbonyl)amino)cyclopropyl)-5-(4-(4-(trifluoromethyl)phenyl)-1H-1,2,3-triazol-1-yl)-[1,1'-biphenyl]-3-carboxylate C(C)(C)(C)OC(=O)NC1(CC1)C1=CC=C(C=C1)C1=CC(=CC(=C1)N1N=NC(=C1)C1=CC=C(C=C1)C(F)(F)F)C(=O)OC